N-Benzylsulfonyl-6-[4-[4-(1-ethyl-5-hydroxypyridin-1-ium-3-yl)-3-fluorobenzoyl]piperazine-1-yl]pyridazine-3-carboxamide C(C1=CC=CC=C1)S(=O)(=O)NC(=O)C=1N=NC(=CC1)N1CCN(CC1)C(C1=CC(=C(C=C1)C=1C=[N+](C=C(C1)O)CC)F)=O